2-[4-(5-bromo-1,3-thiazol-2-yl)-3-methylpyrazol-1-yl]ethanol BrC1=CN=C(S1)C=1C(=NN(C1)CCO)C